tert-butyl 4-{bis[(tert-butoxy)carbonyl]amino}-7H-pyrrolo[2,3-d]pyrimidine-7-carboxylate C(C)(C)(C)OC(=O)N(C=1C2=C(N=CN1)N(C=C2)C(=O)OC(C)(C)C)C(=O)OC(C)(C)C